1-(4-(4-((tert-butyldimethylsilyloxy)methyl)piperidin-1-yl)phenyl)dihydropyrimidine [Si](C)(C)(C(C)(C)C)OCC1CCN(CC1)C1=CC=C(C=C1)N1CNCC=C1